CC1=C(OC2=CC(=CC(=C2C1=O)O)O)C3=CC=C(C=C3)O methylApigenin